8-(heptyloxy)-N-phenylbenzo[1,2-b:4,5-b']dithiophene-4-amine C(CCCCCC)OC1=C2SC=CC2=C(C=2SC=CC21)NC2=CC=CC=C2